C(OC(C)(C)C)(OC1=C(C=CC=C1)C1=NC=CC(=N1)CO[Si](C)(C)C(C)(C)C)=O tert-butyl (2-(4-(((tert-butyldimethylsilyl)oxy)methyl)pyrimidin-2-yl)phenyl) carbonate